5-(1-(4-fluorophenyl)prop-1-enyl)-2-(piperazin-1-yl)pyrimidine FC1=CC=C(C=C1)C(=CC)C=1C=NC(=NC1)N1CCNCC1